O1COCCCCC1 1,3-dioxocane